(S)-tert-butyl 2-((R)-2-amino-3-(phenylthio)propyl)pyrrolidine-1-carboxylate N[C@H](C[C@H]1N(CCC1)C(=O)OC(C)(C)C)CSC1=CC=CC=C1